N1(CCOCC1)C1=NC2=C(N=CC=C2C(=C1)C=1CCNCC1)C1=CC=NN1C1OCCCC1 2-(morpholin-4-yl)-8-[1-(tetrahydro-2H-pyran-2-yl)-1H-pyrazol-5-yl]-4-(1,2,3,6-tetrahydropyridin-4-yl)-1,7-naphthyridine